ClCC1(CC(C(O1)=O)=C)C1=CC=CC=C1 5-(chloromethyl)-3-methylene-5-phenyldihydrofuran-2(3H)-one